N[C@@H](CC(=O)OCC)C1=C(C(=CC(=C1)Br)F)F ethyl (3S)-3-amino-3-(5-bromo-2,3-difluorophenyl)propanoate